N-(6-((2-((4-(4-(4-(5-aminopentyl)piperazin-1-yl)piperidin-1-yl)-5-ethyl-2-Methoxyphenyl)amino)-5-chloropyrimidin-4-yl)amino)quinoxalin-5-yl)methanesulfonamide NCCCCCN1CCN(CC1)C1CCN(CC1)C1=CC(=C(C=C1CC)NC1=NC=C(C(=N1)NC=1C(=C2N=CC=NC2=CC1)NS(=O)(=O)C)Cl)OC